cis-2-(2-(8-(dimethylamino)-2-oxo-8-phenyl-1,3-diazaspiro[4.5]decan-3-yl)phenoxy)acetonitrile CN(C1(CCC2(CN(C(N2)=O)C2=C(OCC#N)C=CC=C2)CC1)C1=CC=CC=C1)C